ethyl P-(4-(5-(chlorodifluoromethyl)-1,2,4-oxadiazol-3-yl)phenyl)-N-(pyridin-3-yl)phosphonamidate ClC(C1=NC(=NO1)C1=CC=C(C=C1)P(OCC)(=O)NC=1C=NC=CC1)(F)F